1-(1-(2-fluoroacryloyl)azetidin-3-yl)-7-(4-methylpiperazine-1-carbonyl)-3-(4-(trifluoromethyl)phenyl)-1,3-dihydro-2H-imidazo[4,5-b]pyridin-2-one FC(C(=O)N1CC(C1)N1C(N(C2=NC=CC(=C21)C(=O)N2CCN(CC2)C)C2=CC=C(C=C2)C(F)(F)F)=O)=C